COC1=C2C=C(NC2=C(C=C1)OC)C(=O)N1CCN(CC1)C(CC1=CNC2=CC=CC=C12)=O 1-(4-(4,7-dimethoxy-1H-indole-2-carbonyl)piperazin-1-yl)-2-(1H-indol-3-yl)ethanone